2-hydroxypropylphosphonic acid OC(CP(O)(O)=O)C